2-[3-(4-Chloro-3-fluorophenyl)-1-methyl-1H-1,2,4-triazol-5-yl]-N-[(3-fluorophenyl)methyl]acetamid ClC1=C(C=C(C=C1)C1=NN(C(=N1)CC(=O)NCC1=CC(=CC=C1)F)C)F